CC=1SC(=CC1C(=O)NC1=NC(=NS1)CC(C(F)(F)F)(C)O)C1=CC(=CC=C1)C(F)(F)F 2-Methyl-N-(3-(3,3,3-trifluoro-2-hydroxy-2-methylpropyl)-1,2,4-thiadiazol-5-yl)-5-(3-(trifluoromethyl)phenyl)thiophene-3-carboxamide